N-(benzyloxy)methacrylamide CC(=C)C(=O)NOCC1=CC=CC=C1